ClC1=C(C=CC=C1C1=C(C(=NC=C1)C1=CC2=C(CN(CCS2(=O)=O)C[C@H](C)O)C=C1)Cl)C1=NC(=C(C=O)C=C1)OC (S)-6-(2-Chloro-3-(3-chloro-2-(4-(2-hydroxypropyl)-1,1-dioxido-2,3,4,5-tetrahydrobenzo[f][1,4]thiazepin-8-yl)pyridin-4-yl)phenyl)-2-methoxynicotinaldehyde